2-[1-[2-(2-Methylimidazo[1,2-b]pyridazin-6-yl)-4-oxo-6-(trifluoromethyl)chromen-8-yl]ethylamino]benzoic acid CC=1N=C2N(N=C(C=C2)C=2OC3=C(C=C(C=C3C(C2)=O)C(F)(F)F)C(C)NC2=C(C(=O)O)C=CC=C2)C1